2-(4-methylpiperazin-1-yl)pyridin CN1CCN(CC1)C1=NC=CC=C1